O1CCC(CC1)N1N=CC(=C1)C1=NC(=NC=C1C(F)(F)F)N 4-(1-(tetrahydro-2H-pyran-4-yl)-1H-pyrazol-4-yl)-5-(trifluoromethyl)pyrimidin-2-amine